C(#N)C=1C=C(C=CC1)NC=1N=NC(=C(N1)NC1=CC=C(C=C1)C1CCN(CC1)CC1CN(CC1)C=1C=C2C(N(C(C2=CC1)=O)C1C(NC(CC1)=O)=O)=O)C(=O)N 3-((3-cyanophenyl)amino)-5-((4-(1-((1-(2-(2,6-dioxopiperidin-3-yl)-1,3-dioxoisoindolin-5-yl)pyrrolidin-3-yl)methyl)piperidin-4-yl)phenyl)amino)-1,2,4-triazine-6-carboxamide